(isopropylthio)quinolin C(C)(C)SC1=NC2=CC=CC=C2C=C1